5-isopropyl-8-((2R,3S)-2-methyl-3-((methanesulfonyl)methyl)azetidin-1-yl)isoquinoline-7-carbonitrile C(C)(C)C1=C2C=CN=CC2=C(C(=C1)C#N)N1[C@@H]([C@H](C1)CS(=O)(=O)C)C